4-[2-[[(2S)-1-methylpyrrolidin-2-yl]methoxy]-5,6,7,8-tetrahydropyrido[3,4-d]pyrimidin-4-yl]piperazine-1-carboxylate CN1[C@@H](CCC1)COC=1N=C(C2=C(N1)CNCC2)N2CCN(CC2)C(=O)[O-]